C(CCC(=O)N)(=O)OCC ethyl succinamate